butyl N-[2-[2-(4-piperidylmethoxy)ethoxy]ethyl]carbamate N1CCC(CC1)COCCOCCNC(OCCCC)=O